3,4-diethyl-2,5-bis-trimethylstannyl-thiophene C(C)C1=C(SC(=C1CC)[Sn](C)(C)C)[Sn](C)(C)C